CC(C(=O)N1CCCCC1)C 2-methyl-1-(piperidin-1-yl)propan-1-one